FC=1C=CC=C2C=C(NC12)C(=O)OCC ethyl 7-fluoro-1H-indole-2-carboxylate